ClC1=CC=C(C=C1)[C@@H]1N(C(CC2=CC(=C(C=C12)OC(C)C)OC)=O)C1=CC=C(C=C1)N(CCC1CCNCC1)C (1S)-1-(4-Chlorophenyl)-7-isopropoxy-6-methoxy-2-[4-[methyl-[2-(4-piperidyl)ethyl]amino]phenyl]-1,4-dihydroisoquinolin-3-one